dinonyl-naphthalenesulfonic acid potassium salt [K+].C(CCCCCCCC)C=1C(=C(C2=CC=CC=C2C1)S(=O)(=O)[O-])CCCCCCCCC